C1=CC=C(C=C1)[C@H]([C@H](C2=CC=CC=C2)C(=O)O)C(=O)O meso-2,3-diphenylsuccinic acid